Ketophenylpyruvic acid O=C(C(C(=O)O)=O)C1=CC=CC=C1